6-[4-[3-(Methylamino)propionyl]-1,4-diazacycloheptan-1-yl]pyridine-3-carbonitrile CNCCC(=O)N1CCN(CCC1)C1=CC=C(C=N1)C#N